COCC1=CC=C(C=N1)OC1CCN(CC1)C=1C(=CC=2N(N1)C(C=CN2)=O)C 7-(4-((6-(methoxymethyl)pyridin-3-yl)oxy)piperidin-1-yl)-8-methyl-4H-pyrimido[1,2-b]pyridazin-4-one